dibutoxydiacetoxysilane C(CCC)O[Si](OC(C)=O)(OC(C)=O)OCCCC